2-(2-chloro-4-((4aR,8aS)-3,3-dimethyloctahydroquinoxalin-1(2H)-yl)phenoxy)ethan-1-ol ClC1=C(OCCO)C=CC(=C1)N1CC(N[C@@H]2CCCC[C@H]12)(C)C